Tert-butyl N-(4-bromo-2-pyridyl)-N-(2,2,2-trifluoroethyl)carbamate BrC1=CC(=NC=C1)N(C(OC(C)(C)C)=O)CC(F)(F)F